FC1=CC=C(C=C1)C(N1C[C@@H](N(C[C@H]1CC)C=1C2=C(N=C(N1)Cl)N(N=N2)C[C@H]2OCCC2)CC)C2=CC=C(C=C2)F 7-((2S,5R)-4-(Bis(4-fluorophenyl)methyl)-2,5-diethylpiperazin-1-yl)-5-chloro-3-(((S)-tetrahydrofuran-2-yl)methyl)-3H-[1,2,3]triazolo[4,5-d]pyrimidine